O=C1NCC[C@@H]1CCCC(=O)N 4-[(3S)-2-oxopyrrolidin-3-yl]Butyramide